5-((4-(tert-butoxy)-4-oxobut-2-yn-1-yl-1-d)oxy)-4,5-dioxopentanoic acid C(C)(C)(C)OC(C#CC([2H])OC(C(CCC(=O)O)=O)=O)=O